COCC#CCN1N=CC2=CC(=CC=C12)C(=O)NC1=CC2=C(C=N1)C=C(N2COCC[Si](C)(C)C)CN2[C@H](CCC2)C 1-(4-methoxybut-2-yn-1-yl)-N-(2-[[(2S)-2-methylpyrrolidin-1-yl]methyl]-1-[[2-(trimethylsilyl)ethoxy]methyl]pyrrolo[3,2-c]pyridin-6-yl)indazole-5-carboxamide